N-((4-chlorophenyl)sulfonyl)-3-(5-cyanopyridin-2-yl)-4-phenyl-4,5-dihydro-1H-pyrazole-1-carboxamide ClC1=CC=C(C=C1)S(=O)(=O)NC(=O)N1N=C(C(C1)C1=CC=CC=C1)C1=NC=C(C=C1)C#N